sucrose acetate distearate CCCCCCCCCCCCCCCCCC(=O)O.CC(=O)O.C([C@@H]1[C@H]([C@@H]([C@H]([C@H](O1)O[C@]2([C@H]([C@@H]([C@H](O2)CO)O)O)CO)O)O)O)O